4-(difluoromethyl)-N-[[4-[6-[4-[[4-[4-[(2,6-dioxo-3-piperidyl)amino]phenyl]-1-piperidyl]methyl]phenyl]pyrrolo[2,1-f][1,2,4]triazin-4-yl]-2-methyl-phenyl]methyl]benzamide FC(C1=CC=C(C(=O)NCC2=C(C=C(C=C2)C2=NC=NN3C2=CC(=C3)C3=CC=C(C=C3)CN3CCC(CC3)C3=CC=C(C=C3)NC3C(NC(CC3)=O)=O)C)C=C1)F